triallylcitrate C(C=C)C(C(C(C(=O)[O-])(CC=C)CC=C)(O)C(=O)[O-])C(=O)[O-]